(13S)-9-(2-chlorophenyl)-N-(1-hydroxy-2-methylpropan-2-yl)-3-methyl-16-thia-2,4,5,8-tetraazatetracyclo[8.6.0.02,6.011,15]hexadeca-1(10),3,5,8,11(15)-pentaene-13-carboxamide ClC1=C(C=CC=C1)C1=NCC2=NN=C(N2C=2SC=3C[C@H](CC3C12)C(=O)NC(CO)(C)C)C